N1C(=CC2=C1C=CC=C2)B(O)O benzo[d]Azole-2-ylboronic acid